C1(CC1)NC(=O)C=1C(N(C=2N(C1O)N=C(C2C=C)NC(OC(C)(C)C)=O)CC(C)(C)C)=O tert-butyl (6-(cyclopropylcarbamoyl)-7-hydroxy-4-neopentyl-5-oxo-3-vinyl-4,5-dihydropyrazolo[1,5-a]pyrimidin-2-yl)carbamate